Cl.CNC1(CCC2=C(C=CS2)C1)C N,5-dimethyl-6,7-dihydro-4H-benzothiophen-5-amine hydrochloride